2-hexyl-1-decyl caprate O(C(=O)CCCCCCCCC)CC(CCCCCCCC)CCCCCC